(1S,1R)-2-(2-Fluoro-2-methylpropyl)-3-methyl-1-(5-((1-propylazetidin-3-yl)methyl)thiophen-2-yl)-2,3,4,9-tetrahydro-1H-pyrido[3,4-b]indole FC(CN1[C@@H](C=2NC3=CC=CC=C3C2CC1C)C=1SC(=CC1)CC1CN(C1)CCC)(C)C